1-(2-iodophenyl)-5-bromo-1H-indole IC1=C(C=CC=C1)N1C=CC2=CC(=CC=C12)Br